FC=1C=C(C=CC1F)N(C(=O)C=1N=C(C=2N(C1)C=CN2)C)C N-(3,4-difluorophenyl)-N,8-dimethyl-imidazo[1,2-a]pyrazine-6-carboxamide